IC=1C=NN(C1C)CC1(CCCCC1)O 1-((4-iodo-5-methyl-1H-pyrazol-1-yl)methyl)cyclohexanol